ethyl 3-(3-((3-(3-((4-methyl-1-tosyl-1H-indol-5-yl)oxy)phenyl)-1H-pyrazol-1-yl)methyl)phenyl)propanoate CC1=C2C=CN(C2=CC=C1OC=1C=C(C=CC1)C1=NN(C=C1)CC=1C=C(C=CC1)CCC(=O)OCC)S(=O)(=O)C1=CC=C(C)C=C1